7-methoxy-N-(spiro[2.5]octan-5-yl)-2-(tetrahydro-2H-pyran-4-yl)imidazo[1,2-a]pyridine-6-carboxamide COC1=CC=2N(C=C1C(=O)NC1CC3(CC3)CCC1)C=C(N2)C2CCOCC2